ClC1=C(OC2CCN(CC2)C(CNC(=O)C=2C=NN(C2)C2=CC=CC=C2)=O)C=CC=C1 1-Phenyl-1H-pyrazole-4-carboxylic acid {2-[4-(2-chloro-phenoxy)-piperidin-1-yl]-2-oxo-ethyl}-amide